(2R,5S)-4-(8-cyanoquinolin-5-yl)-N-(6-((5-(4-(2-(2,6-dioxopiperidin-3-yl)-1,3-dioxoisoindolin-5-yl)piperazin-1-yl)pentyl)oxy)pyridin-3-yl)-2,5-dimethylpiperazine-1-carboxamide C(#N)C=1C=CC(=C2C=CC=NC12)N1C[C@H](N(C[C@@H]1C)C(=O)NC=1C=NC(=CC1)OCCCCCN1CCN(CC1)C=1C=C2C(N(C(C2=CC1)=O)C1C(NC(CC1)=O)=O)=O)C